((5S,8R)-4-oxa-1-azabicyclo[3.2.1]oct-8-yl)methanol N12CCO[C@@H](CC1)[C@H]2CO